4-(3-isopropyl-6-methoxy-1H-indol-5-yl)piperidine-1-carboxylic acid tert-butyl ester C(C)(C)(C)OC(=O)N1CCC(CC1)C=1C=C2C(=CNC2=CC1OC)C(C)C